ClC1=NC=C(C(=N1)NC=1C=CC=C2C=CN(C12)S(=O)(=O)C)C(F)(F)F N-(2-chloro-5-(trifluoromethyl)pyrimidin-4-yl)-1-(methylsulfonyl)indol-7-amine